(R)-2-((2-((2,4-Dimethoxybenzyl)amino)-7-(6-(1-methylpiperidin-4-yl)pyridin-3-yl)pyrido[3,2-d]pyrimidin-4-yl)amino)-2-methylhexan-1-ol COC1=C(CNC=2N=C(C3=C(N2)C=C(C=N3)C=3C=NC(=CC3)C3CCN(CC3)C)N[C@@](CO)(CCCC)C)C=CC(=C1)OC